P(=O)(OC1=CC=C(C=C1)NN)(OC1=CC=C(C=C1)NN)OC1=CC=C(C=C1)NN tri-(p-hydrazinophenyl) phosphate